NCC=1N=C2N(N=C(C=C2N2C(OCC2)=O)C2CC2)C1 3-(2-(aminomethyl)-6-cyclopropylimidazo[1,2-b]pyridazin-8-yl)oxazolidin-2-one